tert-butyl 3-[{5-carbamoyl-1-[4-(2,5-difluorophenoxy)phenyl]-4-nitro-1H-pyrazol-3-yl}(prop-2-en-1-yl)amino]azetidine-1-carboxylate C(N)(=O)C1=C(C(=NN1C1=CC=C(C=C1)OC1=C(C=CC(=C1)F)F)N(C1CN(C1)C(=O)OC(C)(C)C)CC=C)[N+](=O)[O-]